(+-)-2-methyl-3-[(3-methyl-2-pentylcyclopent-2-en-1-yl)oxy]propanal CC(C=O)COC1C(=C(CC1)C)CCCCC